methyl 2-(2-(N-(6-((4-(aminomethyl)-1H-pyrazol-1-yl)methyl)-4-methoxybenzo[d]isoxazol-3-yl)sulfamoyl)-4-ethylphenoxy)acetate hydrochloride Cl.NCC=1C=NN(C1)CC1=CC2=C(C(=NO2)NS(=O)(=O)C2=C(OCC(=O)OC)C=CC(=C2)CC)C(=C1)OC